NC1=CC=C(OC2=C(C=C(C=C2C(F)(F)F)OC2=CC=C(C=C2)N)C(F)(F)F)C=C1 1,4-bis(4-aminophenoxy)-2,6-bis(trifluoromethyl)benzene